[Cl-].S1C2=C(C=C1)C(=CC=C2)N2CC[N+](CC2)(CCCCOC2=CC=C1C=CC(NC1=C2)=O)COC(CCCCCCCCC)=O 4-(benzo[b]thiophen-4-yl)-1-(decanoyloxymethyl)-1-(4-(2-oxo-1,2-dihydroquinolin-7-yloxy)butyl)piperazin-1-ium chloride